dihexyl-imidazole C(CCCCC)C1=C(N=CN1)CCCCCC